1-(4-methoxyphenyl)-2-(4-(4-(trifluoromethyl)phenyl)-1H-1,2,3-triazol-1-yl)ethan-1-one COC1=CC=C(C=C1)C(CN1N=NC(=C1)C1=CC=C(C=C1)C(F)(F)F)=O